1-(2-hydroxy-2-methylpropanoyl)azetidin OC(C(=O)N1CCC1)(C)C